C(C)(C)(C)OC(=O)NCC1=CC=C(C=C1)NC(=O)C1=CC2=C(OCCC3=C2SC=C3)C=C1C=1C(=NC(=CC1)C(NCC1=C(C(=CC=C1)Cl)F)=O)C(=O)OC methyl 3-(9-((4-(((tert-butoxycarbonyl)amino)methyl)phenyl)carbamoyl)-4,5-dihydrobenzo[b]thieno[2,3-d]oxepin-8-yl)-6-((3-chloro-2-fluorobenzyl)carbamoyl)picolinate